1-((1S,4S)-4-(((1R,3R)-3-mercaptocyclobutyl)amino)cyclohexyl)-1,3-bis(4-nitrobenzyl)guanidine SC1CC(C1)NC1CCC(CC1)N(C(=N)NCC1=CC=C(C=C1)[N+](=O)[O-])CC1=CC=C(C=C1)[N+](=O)[O-]